CC=1N=C(C2=C(N1)C=NC(=C2)[C@@H]2COCCC2)N[C@H](C)C2=CC(=CC=C2)C(F)(F)F |&1:11| 2-methyl-6-[(3RS)-oxacyclohex-3-yl]-N-{(1R)-1-[3-(trifluoromethyl)phenyl]ethyl}pyrido[3,4-d]pyrimidin-4-amine